C(C1=CC=CC=C1)(=O)NC1=CC(=NN1C)C1=CC=C(C=C1)NC(=O)C=1C(=NC=NC1)C N-(4-(5-Benzamido-1-methyl-1H-pyrazol-3-yl)phenyl)-4-methylpyrimidine-5-carboxamide